N=1C=C(N2N=CC=CC21)C(=O)N2CC1=C(CC2)C(=CS1)C(=O)NC1=CC(=CC=C1)C(F)(F)F 6-(imidazo[1,2-b]pyridazine-3-carbonyl)-N-(3-(trifluoromethyl)phenyl)-4,5,6,7-tetrahydrothieno[2,3-c]pyridine-3-carboxamide